FC1=C(/C=C/C2=NC=CC3=CC=CC=C23)C=C(C=C1)F (E)-1-(2,5-difluorostyryl)isoquinoline